tripropylammonium tetra(dimethylphenyl)borate CC=1C(=C(C=CC1)[B-](C1=C(C(=CC=C1)C)C)(C1=C(C(=CC=C1)C)C)C1=C(C(=CC=C1)C)C)C.C(CC)[NH+](CCC)CCC